tert-butyl 3-isopropyl-5-(1,4-dioxaspiro[4.4]nonan-7-yl)-2-(4,4,5,5-tetramethyl-1,3,2-dioxaborolan-2-yl)-1H-pyrrolo[3,2-b]pyridine-1-carboxylate C(C)(C)C1=C(N(C=2C1=NC(=CC2)C2CC1(OCCO1)CC2)C(=O)OC(C)(C)C)B2OC(C(O2)(C)C)(C)C